6-bromo-3-nitropyrazolo[1,5-a]pyrimidine BrC=1C=NC=2N(C1)N=CC2[N+](=O)[O-]